Behenic acid mono(1,1-dimethylethyl) ester CC(C)(C)OC(CCCCCCCCCCCCCCCCCCCCC)=O